N-(5-((4-(2-azabicyclo[2.2.1]heptan-2-yl)-5-cyanopyrimidin-2-yl)amino)-2-((2-(dimethylamino)ethyl)(methyl)amino)-4-methoxyphenyl)acrylamide C12N(CC(CC1)C2)C2=NC(=NC=C2C#N)NC=2C(=CC(=C(C2)NC(C=C)=O)N(C)CCN(C)C)OC